BrC=1N=C2C(=NC1)NC(CN2CC2CCOCC2)=O 6-bromo-4-((tetrahydro-2H-pyran-4-yl)methyl)-3,4-dihydropyrazino[2,3-b]Pyrazin-2(1H)-one